N1CN=CC=2C1=CN(C2)C(=O)[O-] dihydro-6H-pyrrolo[3,4-d]pyrimidine-6-carboxylate